C1(CCC1)C(=O)OCOS(=O)(=O)ON1[C@@H]2CC[C@H](N(C1=O)C2)C(N)=O ((((((1R,2S,5R)-2-carbamoyl-7-oxo-1,6-diazabicyclo[3.2.1]oct-6-yl) oxy) sulfonyl) oxy) methyl) cyclobutanecarboxylate